BrC=1C(=CC2=C(C(=CO2)CC(=O)OCC)C1)F ethyl 2-(5-bromo-6-fluorobenzofuran-3-yl)acetate